3-(4-((2,2,2-trifluoroethyl)sulfonamido)phenyl)-5-((6-(trifluoromethyl)pyridin-2-yl)amino)-1H-pyrazole-4-carboxamide FC(CS(=O)(=O)NC1=CC=C(C=C1)C1=NNC(=C1C(=O)N)NC1=NC(=CC=C1)C(F)(F)F)(F)F